N-(4-(1-(2-cyanopropionyl)-1,2,3,6-tetrahydropyridin-4-yl)-1H-pyrrolo[2,3-b]pyridin-6-yl)cyclopropylcarboxamide C(#N)C(C(=O)N1CCC(=CC1)C1=C2C(=NC(=C1)NC(=O)C1CC1)NC=C2)C